3,3'',5,5''-tetra(pyridin-3-yl)-1,1':3',1''-terphenyl N1=CC(=CC=C1)C=1C=C(C=C(C1)C=1C=NC=CC1)C1=CC(=CC=C1)C1=CC(=CC(=C1)C=1C=NC=CC1)C=1C=NC=CC1